(2R,4S)-N-((S)-1-(((6-amino-2-methylpyridin-3-yl)methyl)amino)-1-oxopropan-2-yl)-4-(3-(trifluoromethyl)benzyl)pyrrolidine-2-carboxamide dihydrochloride Cl.Cl.NC1=CC=C(C(=N1)C)CNC([C@H](C)NC(=O)[C@@H]1NC[C@H](C1)CC1=CC(=CC=C1)C(F)(F)F)=O